C(C)(C)N(P(OCCC#N)OC1CC(CC1)N(C1=NC=CC(=N1)C=C)C)C(C)C 2-cyanoethyl (3-(methyl(4-vinylpyrimidin-2-yl)amino)cyclopentyl) diisopropylphosphoramidite